3-(5-amino-1-oxoisoindolinyl)piperidine-2,6-dione NC=1C=C2CN(C(C2=CC1)=O)C1C(NC(CC1)=O)=O